2-(4-(2,4-difluorophenoxy)-3-(5,5-dimethyl-1,3,2-dioxaborolan-2-yl)phenyl)propan-2-ol FC1=C(OC2=C(C=C(C=C2)C(C)(C)O)B2OC(CO2)(C)C)C=CC(=C1)F